2-acetamido-2-deoxy-1-thio-β-D-glucopyranose C(C)(=O)N[C@H]1[C@H](S)O[C@@H]([C@H]([C@@H]1O)O)CO